C(C)(C)(C)OC(=O)N[C@@H](C[C@@H](CCS(=O)(=O)OCC=1C=NC(=CC1OC)/C(=C/C1=C(C(=CC=C1)Cl)C)/F)C)COS(=O)(=O)C (Z)-(6-(2-(3-chloro-2-methylphenyl)-1-fluorovinyl)-4-methoxypyridin-3-yl)methanol [(2S,4S)-4-(tert-butoxycarbonylamino)-2-methyl-5-methylsulfonyloxy-pentyl]methanesulfonate